(1,10,11,12,14,23-Hexahydroxy-6,10,19-trimethyl-24-oxa-4-azaheptacyclo[12.12.0.02,11.04,9.015,25.018,23.019,25]hexacosan-22-yl) 2-methylbut-2-enoate CC(C(=O)OC1CCC2(C3CCC4C5(CC(C6(C(C7CCC(CN7CC6C5(CC42OC13O)O)C)(C)O)O)O)O)C)=CC